(R)-4-(2-(2-(2,2-difluorovinyl)-4-nitrophenoxy)ethyl)-2-methylpiperazine-1-carboxylic acid tert-butyl ester C(C)(C)(C)OC(=O)N1[C@@H](CN(CC1)CCOC1=C(C=C(C=C1)[N+](=O)[O-])C=C(F)F)C